NC=1C=2N(C=C(N1)N1N=CN=C1)C(=CN2)C=2C=C(C=CC2C)C(C(F)F)(C)O 2-(3-(8-amino-6-(1H-1,2,4-triazol-1-yl)imidazo[1,2-a]pyrazin-3-yl)-4-methylphenyl)-1,1-difluoropropan-2-ol